O=C1NC(CCC1N1C(C2=CC=C(C=C2C1=O)N1CCC(CC1)C(=O)N1CCC(CC1)OCC1CCN(CC1)C1=NC=NC(=C1)C=1NN=C2C=CC(=CC12)OC1(CC1)C)=O)=O 2-(2,6-dioxo-3-piperidyl)-5-[4-[4-[[1-[6-[5-(1-methylcyclopropoxy)-2H-indazol-3-yl]pyrimidin-4-yl]-4-piperidyl]methoxy]piperidine-1-carbonyl]-1-piperidyl]isoindoline-1,3-dione